FC(C1=CC=C(C=C1)CN1[C@@H]2[C@H](CCC1)CN(C2)C(C=C)=O)(F)F 1-[(4aR,7aR)-1-[[4-(trifluoromethyl)phenyl]methyl]-3,4,4a,5,7,7a-hexahydro-2H-pyrrolo[3,4-b]pyridin-6-yl]prop-2-en-1-one